lithium tetrafluoroborate-ethylene carbonate C1(OCCO1)=O.F[B-](F)(F)F.[Li+]